BrC1=C(C=C(C=C1)I)C(F)(F)F 2-bromo-5-iodobenzotrifluoride